C12CCCC(C=C1)N2 8-azabicyclo[3.2.1]Oct-6-ene